C[C@@H]1C=2C=C(N=CC2CCN1)N1CCN(CC1)CC1OCCNC1 6-[[4-[(5R)-5-methyl-5,6,7,8-tetrahydro-2,6-naphthyridin-3-yl]piperazin-1-yl]methyl]morpholin